O[C@H]1C=C2CC[C@H]3[C@@H]4CCC([C@@]4(C)CC[C@@H]3[C@]2(CC1)C)=O 3α-hydroxy-4-androsten-17-one